(S)-methyl 2-[(tert-butoxycarbonyl)(2-cyanoethyl)amino]propanoate C(C)(C)(C)OC(=O)N([C@H](C(=O)OC)C)CCC#N